1-(10H-phenazin-5-yl)ethanone C1=CC=CC=2N(C3=CC=CC=C3NC12)C(C)=O